C(C)(C)(C)OC(NC1CC2(C1)CCN(CC2)C2=C(C=C(C=C2)[N+](=O)[O-])C)=O (7-(2-methyl-4-nitrophenyl)-7-azaspiro[3.5]nonan-2-yl)carbamic acid tert-butyl ester